4-(3,3,3-trifluoropropyl)thiazol FC(CCC=1N=CSC1)(F)F